(E)-1-(4'-(methoxymethyl)-[1,1'-biphenyl]-4-yl)-3-(quinoxalin-6-yl)prop-2-en-1-one COCC1=CC=C(C=C1)C1=CC=C(C=C1)C(\C=C\C=1C=C2N=CC=NC2=CC1)=O